ClC=1C=C(C=C(C1)B1OC(C(O1)(C)C)(C)C)[C@@H]1COC[C@H](N1C(C=C)=O)C 1-((3R,5R)-3-(3-chloro-5-(4,4,5,5-tetramethyl-1,3,2-dioxaborolan-2-yl)phenyl)-5-methylmorpholino)prop-2-en-1-one